C(C1=CC=CC=C1)NCC1=C2C(=NC(=C1)C(=O)NC1=CC(=CC=C1)C1(CC(C1)CC#N)C1=NN=CN1C)C(CO2)(C)C 7-((benzylamino)methyl)-N-(3-((1s,3s)-3-(cyanomethyl)-1-(4-methyl-4H-1,2,4-triazol-3-yl)cyclobutyl)phenyl)-3,3-dimethyl-2,3-dihydrofuro[3,2-b]pyridine-5-carboxamide